tert-butyl (4R)-3-[2-methylsulfonyloxy-1-(methylsulfonyloxymethyl)ethyl]-6-azaspiro[3.4]octane-6-carboxylate CS(=O)(=O)OCC(COS(=O)(=O)C)C1CC[C@]12CN(CC2)C(=O)OC(C)(C)C